2-methyl-N-(pyrrolidin-3-yl)propanamide CC(C(=O)NC1CNCC1)C